N[C@H](CC1=C(C=2N=NN=C(C2S1)NCC=1SC=CC1)Br)CC1C(C1)(F)F 6-((2S)-2-amino-3-(2,2-difluorocyclopropyl)propyl)-7-bromo-N-(thiophen-2-ylmethyl)thieno[3,2-d][1,2,3]triazin-4-amine